CC(=CC[Si](OC)(OC)C)C 3-methyl-2-butenylmethyldimethoxysilane